Phenanthren-7-ol C1=CC=CC=2C3=CC=C(C=C3C=CC12)O